7-Bromo-5-fluoro-3-methyl-1,2-dihydroquinoxalin-2-one BrC1=CC(=C2N=C(C(NC2=C1)=O)C)F